3-(4-ethoxy-6-methyl-1-oxoisoindolin-2-yl)piperidine-2,6-dione C(C)OC1=C2CN(C(C2=CC(=C1)C)=O)C1C(NC(CC1)=O)=O